FC1=CC=C(C=C1)CNC(=O)NC1=CC=C(C=C1)CNC(=O)C1=CC=CC=C1 {[(4-fluorophenyl)methyl]amino}-N-{4-[(phenylcarbonylamino)methyl]phenyl}carboxamide